NC1=C2C(=NC=N1)N(N=C2C2=CC=C(C=C2)CNC(C2=C(C=CC(=C2)F)OC)=O)C(C)(C)C N-[[4-(4-amino-1-tert-butyl-pyrazolo[3,4-d]pyrimidin-3-yl)phenyl]methyl]-5-fluoro-2-methoxy-benzamide